OC[C@H](C1=CC=CC=C1)NC1=CC(=NC=C1C=1OC(=NN1)C)NC1=CC=C2C(=N1)N(N(C2=O)COC)C(C)C (S)-6-((4-((2-hydroxy-1-phenylethyl)amino)-5-(5-methyl-1,3,4-oxadiazol-2-yl)pyridin-2-yl)amino)-1-isopropyl-2-(methoxymethyl)-1,2-dihydro-3H-pyrazolo[3,4-b]pyridin-3-one